tert-Butyl (2R,4R)-2-(((S)-1-(((6-amino-2-ethylpyridin-3-yl)methyl)amino)-1-oxopropan-2-yl)carbamoyl)-4-phenylpyrrolidine-1-carboxylate NC1=CC=C(C(=N1)CC)CNC([C@H](C)NC(=O)[C@@H]1N(C[C@H](C1)C1=CC=CC=C1)C(=O)OC(C)(C)C)=O